3-isopropyl-2-(2-methoxypyridin-4-yl)-5-(1-methylpiperidin-4-yl)-1H-indole C(C)(C)C1=C(NC2=CC=C(C=C12)C1CCN(CC1)C)C1=CC(=NC=C1)OC